(3R)-3-[(1S)-2-tert-butoxy-1-[[3-[hydroxyiminomethyl]phenyl]methyl]-2-oxo-ethyl]pyrrolidine-1-carboxylic acid tert-butyl ester C(C)(C)(C)OC(=O)N1C[C@H](CC1)[C@@H](C(=O)OC(C)(C)C)CC1=CC(=CC=C1)C=NO